C(C)(C)(C)C1=CC=C(C=C1)C=1C2=CC=C(C=C2C=C2C=C(C=C(C12)C(CCCCC(=O)O)C(=O)O)C=1C=CC2=CC=CC=C2C1)C=1C=CC2=CC=CC=C2C1 9-(4-t-butylphenyl)-3,6-bis(3-naphthyl)Anthraceneheptane-dioic acid